C(C)(C)N1CN(C=C1)C(C)C 1,3-diisopropyl-4-imidazoline